6,7-dimethyl-2-phenyl-quinoxaline CC=1C=C2N=CC(=NC2=CC1C)C1=CC=CC=C1